CO[Si](O[Ti])(OC)OC (trimethoxysiloxy)titanium